((2R,3S,4R,5R)-5-(4-aminopyrrolo[2,1-f][1,2,4]triazin-7-yl)-5-cyano-3,4-dihydroxytetrahydrofuran-2-yl)methyl 2-(4,4-dimethylcyclohexyl)acetate CC1(CCC(CC1)CC(=O)OC[C@H]1O[C@@]([C@@H]([C@@H]1O)O)(C#N)C1=CC=C2C(=NC=NN21)N)C